6-fluoro-2-(4-nitrophenyl)benzo[d]thiazole FC1=CC2=C(N=C(S2)C2=CC=C(C=C2)[N+](=O)[O-])C=C1